1,4-dimethylterephthalic acid CC1(C(=O)O)C=CC(C(=O)O)(C=C1)C